4-((1S,2S)-2-((2,4-dimethyl-3,5-dioxo-2,3,4,5-tetrahydro-1,2,4-triazin-6-yl)amino)-1-(dimethylamino)propyl)benzoic acid CN1N=C(C(N(C1=O)C)=O)N[C@H]([C@@H](N(C)C)C1=CC=C(C(=O)O)C=C1)C